C1(CC1)CN(C(OC(C)(C)C)=O)[C@H]1CN(CCC1)C=1C=NC(=CC1)C1(COC1)N1N=NC(=C1)C=1C=NC=C(C1)N1CCCC1 tert-butyl (R)-(cyclopropylmethyl)(1-(6-(3-(4-(5-(pyrrolidin-1-yl)pyridin-3-yl)-1H-1,2,3-triazol-1-yl)oxetan-3-yl)pyridin-3-yl)piperidin-3-yl)carbamate